1'-((4-phenoxybenzoyl)glycyl)-[1,3'-bipyrrolidine]-5'-carboxamide O(C1=CC=CC=C1)C1=CC=C(C(=O)NCC(=O)N2CC(CC2C(=O)N)N2CCCC2)C=C1